FC1=CC(=C(OC=2N=NC(=CC2C(=O)NC2=CC(=C(C=C2)C)S(=O)(=N)C)C(F)(F)F)C=C1)C 3-(4-Fluoro-2-methylphenoxy)-N-(4-methyl-3-(S-methylsulfonimidoyl)phenyl)-6-(trifluoromethyl)pyridazine-4-carboxamide